OCC(CO)NC(C(=C)C)=O N-(1,3-dihydroxypropan-2-yl)methacrylamide